(M)-7,7-dimethyl-2-(2-(2-propenoyl)-2,6-diazaspiro[3.4]octan-6-yl)-4-(1,5,6-trimethyl-1H-indazol-7-yl)-7,8-dihydro-5H-pyrano[4,3-b]pyridine-3-carbonitrile CC1(CC2=NC(=C(C(=C2CO1)C=1C(=C(C=C2C=NN(C12)C)C)C)C#N)N1CC2(CN(C2)C(C=C)=O)CC1)C